2,5-dioxopyrrolidin-1-yl 5-(2,5-dioxo-2,5-dihydro-1H-pyrrol-1-yl)-2-fluorobenzoate O=C1N(C(C=C1)=O)C=1C=CC(=C(C(=O)ON2C(CCC2=O)=O)C1)F